(7S)-2-[4-(2-methoxyphenoxy)phenyl]-7-[4-(prop-2-enoyl)piperazin-1-yl]-4,5,6,7-tetrahydro-2H-pyrazolo[4,3-b]pyridine-3-carboxamide COC1=C(OC2=CC=C(C=C2)N2N=C3C(NCC[C@@H]3N3CCN(CC3)C(C=C)=O)=C2C(=O)N)C=CC=C1